FC1(CN(C1)C1=CC=CC(=N1)C=1N=NN(C1)C1=C(C=C(C=C1)NS(=O)(=O)CC)N1CCC2(CC2)CC1)F N-(4-(4-(6-(3,3-difluoroazetidin-1-yl)pyridin-2-yl)-1H-1,2,3-triazol-1-yl)-3-(6-azaspiro[2.5]octan-6-yl)phenyl)ethanesulfonamide